3-(3-Chloro-4-fluorophenyl)-1-(1-(6-fluoro-4-oxo-3,4-dihydrophthalazin-1-yl)ethyl)-1-isobutylurea ClC=1C=C(C=CC1F)NC(N(CC(C)C)C(C)C1=NNC(C2=CC(=CC=C12)F)=O)=O